BrC1=CC=CC2=C1CN(CCN2C2=NC(=NC1=CC=C(C=C21)F)Cl)C 6-bromo-1-(2-chloro-6-fluoro-quinazolin-4-yl)-4-methyl-3,5-dihydro-2H-1,4-benzodiazepine